FC1=CC=C(C=C1)CCCN1N=C(NC1)C(=O)O 1-(4-Fluorophenylpropyl)-4H-1,2,4-triazole-3-carboxylic acid